C(C1=CC=CC=C1)(C1=CC=CC=C1)=NC=1C=C(C=C2C=C(N=CC12)NC(=O)[C@H]1[C@@H](C1)C#N)C=1C(=NN(C1)[C@@H]1OCCCC1)C(F)(F)F |&1:37| (±)-trans-N-[8-(benzhydrylideneamino)-6-[1-tetrahydropyran-2-yl-3-(trifluoromethyl)pyrazol-4-yl]-3-isoquinolinyl]-2-cyano-cyclopropanecarboxamide